[Br-].[Br-].C(C)C1(C(=C(C(=C1C)C)C)C)[Zr+2]C1C=CC2=C(C=CC(=C12)C)C.[Na+].[Na+].[Ca+2] Calcium dinatrium (1-Ethyl-2,3,4,5-tetramethylcyclopentadienyl)(4,7-dimethylindenyl)zirconium dibromide